(4-((2,4-difluorophenyl)difluoromethyl)piperidin-1-yl)-3-nitrobenzonitrile FC1=C(C=CC(=C1)F)C(C1CCN(CC1)C1=C(C#N)C=CC=C1[N+](=O)[O-])(F)F